C(C)OC1=C(C=CC(=C1)S(=O)(=O)C)NCC#CC=1N(C=2C=CC=C(C2C1)N[C@H]1[C@H](CNCC1)F)CC(F)(F)F 2-{3-[(2-ethoxy-4-methanesulfonylphenyl)amino]prop-1-yn-1-yl}-N-[(3S,4R)-3-fluoropiperidin-4-yl]-1-(2,2,2-trifluoroethyl)-1H-indol-4-amine